1-(3-chloro-4-methylphenyl)-3-(8-((2-(2,6-dioxopiperidin-3-yl)-1-oxoisoindolin-5-yl)thio)octyl)urea ClC=1C=C(C=CC1C)NC(=O)NCCCCCCCCSC=1C=C2CN(C(C2=CC1)=O)C1C(NC(CC1)=O)=O